CNN(C=S)NC N,N-Dimethylaminomethanethioamide